rel-(R)-2-Ethyl-7-(5-(7-ethyl-7H-imidazo[4,5-c]pyridazin-4-yl)-2-fluorophenyl)-6-methoxy-4-methyl-2H-benzo[b][1,4]oxazin-3(4H)-one C(C)[C@@H]1C(N(C2=C(O1)C=C(C(=C2)OC)C2=C(C=CC(=C2)C=2C1=C(N=NC2)N(C=N1)CC)F)C)=O |o1:2|